2-(1-Pyrimidin-5-yl-azetidin-3-yl)-1-(3,6,7,8-tetrahydro-1H-2,4-diaza-as-indacen-2-yl)-ethanone N1=CN=CC(=C1)N1CC(C1)CC(=O)N1CC2=C3CCCC3=CN=C2C1